ClC=1C=C(C(=NC1)[C@@H]1[C@H](C1)B1OC(C(O1)(C)C)(C)C)F 5-chloro-3-fluoro-2-((1S,2S)-2-(4,4,5,5-tetramethyl-1,3,2-dioxaborolan-2-yl)cyclopropyl)pyridine